3-[3-(4-fluorophenyl)-5-(hydroxymethyl)pyrazol-1-yl]propan-1-ol FC1=CC=C(C=C1)C1=NN(C(=C1)CO)CCCO